3'-bromomethyl-3,5-difluoro-4-methoxy-biphenyl BrCC=1C=C(C=CC1)C1=CC(=C(C(=C1)F)OC)F